N[C@@H](CO)C(C)(C)C (R)-2-amino-3,3-dimethylbutan-1-ol